CC(=O)Cl chloro methyl keton